(R)-4-(6-(((6-cyanopyridin-3-yl)methyl)carbamoyl)-5-hydroxy-1,7-naphthyridin-2-yl)piperazine-2-carboxylic acid C(#N)C1=CC=C(C=N1)CNC(=O)C=1C(=C2C=CC(=NC2=CN1)N1C[C@@H](NCC1)C(=O)O)O